FC1=C(C=C(C(=C1F)OC1=NC=CC=C1C1=NC(=NC=C1)N[C@@H]1CNC[C@@H](C1)C)C)NS(=O)(=O)CC1=CC=CC=C1 N-(2,3-difluoro-5-methyl-4-((3-(2-(((3S,5R)-5-methyl-3-piperidyl)amino)pyrimidin-4-yl)-2-pyridyl)oxy)phenyl)-1-phenyl-methanesulfonamide